2-(1-Hydroxyethyl)-5-[6-(6-methylpyridazin-3-yl)oxypyrazolo[1,5-a]pyrimidin-3-yl-phenyl]-5-methylpyrazole-3-carbonitrile OC(C)N1NC(C=C1C#N)(C)C1=C(C=CC=C1)C=1C=NN2C1N=CC(=C2)OC=2N=NC(=CC2)C